C1(CCCCC1)CNCCC(=C)C1=CC=CC=C1 1-cyclohexylmethylamino-3-phenylbut-3-ene